5-bromo-1,3-benzodioxole BrC1=CC2=C(OCO2)C=C1